NC1CN(CCC1)C1=C2C(=NC=C1)N(C(=N2)C2=CC=C(C#N)C=C2)C2=CC=C(C=C2)C 4-(7-(3-aminopiperidine-1-yl)-3-(p-tolyl)-3H-imidazo[4,5-b]pyridine-2-yl)benzonitrile